C1(=CC=CC=C1)C(CCCCCCC(C)C)P(O)(O)(O)CCCCCCCC(C)C.COC1=CC=C(C=C1)NCC(=O)O N-4-methoxyphenyl-glycine phenyl-(diisodecyl)phosphite